1-(9Z-hexadecenoyl)-2-(5Z,8Z,11Z,14Z,17Z-eicosapentaenoyl)-glycero-3-phosphoserine CCCCCC/C=C\CCCCCCCC(=O)OC[C@H](COP(=O)(O)OC[C@@H](C(=O)O)N)OC(=O)CCC/C=C\C/C=C\C/C=C\C/C=C\C/C=C\CC